C(C)(C)[Sn]N(C)C isopropyl-(dimethylamino)tin